4,5-diphenylimidazole-2-thiol C1(=CC=CC=C1)C=1N=C(NC1C1=CC=CC=C1)S